N-(2-chloro-4-fluorophenyl)-2-[(1S)-1-cyclohexylethoxy]-5-fluoro-4-(3-oxo-5,6,7,8-tetrahydro[1,2,4]triazolo[4,3-a]pyridin-2(3H)-yl)benzamide ClC1=C(C=CC(=C1)F)NC(C1=C(C=C(C(=C1)F)N1N=C2N(CCCC2)C1=O)O[C@@H](C)C1CCCCC1)=O